C(C)(C)(C)N(C(O)=O)C1CC=2N(C=3C(=C(C=CC3C2I)Cl)Cl)C1.N1=C(N=CC=C1)N1C=CC2=CC=CC=C12 N-(2-pyrimidinyl)indole tert-Butyl-(5,6-dichloro-9-iodo-2,3-dihydro-1H-pyrrolo[1,2-a]indol-2-yl)carbamate